Cl.CO[C@H]1COC2(CNC2)C1 (7R)-7-methoxy-5-oxa-2-azaspiro[3.4]octane hydrochloride